CC1=C([C-](C=C1)I)C=1SC=CC1.[CH-]1C=CC=C1.[Fe+2] methylthiophenyl-1-iodoferrocene